C(CCC)C1=NCC=C(C1)C#C[Si](C)(C)C Butyl-4-((trimethylsilyl)ethynyl)-3,6-dihydropyridine